FC=1C=CC(=C(OCCOCCN)C1)C=1N=NC(=C2C1SC=C2)C=2C=C1CCN(CC1=CC2)C 2-[2-[5-fluoro-2-[4-(2-methyl-3,4-dihydro-1H-isoquinolin-6-yl)thieno[2,3-d]pyridazin-7-yl]phenoxy]ethoxy]ethanamine